N-(2-(2-(N-(6-((4-(aminomethyl)-1H-pyrazol-1-yl)methyl)-4-methoxybenzo[d]isoxazol-3-yl)sulfamoyl)-4-ethylphenoxy)ethyl)acetamide NCC=1C=NN(C1)CC1=CC2=C(C(=NO2)NS(=O)(=O)C2=C(OCCNC(C)=O)C=CC(=C2)CC)C(=C1)OC